7-methoxy-3-methylbenzo[d]oxazol-2(3H)-one COC1=CC=CC=2N(C(OC21)=O)C